Diglycerin monooleate C(CCCCCCC\C=C/CCCCCCCC)(=O)O.OCC(O)CO.OCC(O)CO